[Br-].C(C1=CC=CC=C1)N1C(C=CC(=C1)C)C1=NC=C(C=C1)C 2-(1-benzyl-5-methyl-2-pyridyl)-5-methyl-pyridine Bromide